2-{5,8-dioxo-2-(pyridin-4-yl)-6-[(pyridin-2-yl)methyl]-5,6,7,8-tetrahydro-4H-pyrazolo[1,5-a]pyrrolo[3,4-d]pyrimidin-4-yl}-N-(5-fluoropyridin-2-yl)acetamide O=C1N(CC2=C1N(C=1N(C2=O)N=C(C1)C1=CC=NC=C1)CC(=O)NC1=NC=C(C=C1)F)CC1=NC=CC=C1